C(C)(C)(C)OOC(C(=O)O)(CCCC)CC.ClC1=C(C=CC(=C1)F)C=CC 2-chloro-4-fluoro-1-(prop-1-en-1-yl)benzene tert-Butylperoxy-2-ethylhexanoate